O1CCN(CC1)CCN1C2=CC(=CC=C2OC=2C=CC(=CC12)C1=CC(=C(C=C1)O)C(F)(F)F)C1=CC(=C(C=C1)O)C(F)(F)F 4,4'-(10-(2-morpholinoethyl)-10H-phenoxazine-2,8-diyl)-bis-(2-(trifluoromethyl)phenol)